[Sn].[Si].[In] indium silicon tin